CC1=CC=C(O1)C1=NN(N=C1)C(=O)C(CCC[C@H](N)C(=O)O)N 6-(4-(5-methylfuran-2-yl)-2H-1,2,3-triazole-2-carbonyl)-L-lysine